2'-O-(trifluoromethyl)adenosine FC(O[C@H]1[C@@H](O[C@@H]([C@H]1O)CO)N1C=NC=2C(N)=NC=NC12)(F)F